11-undecyl methacrylate C(C(=C)C)(=O)OCCCCCCCCCCC